3-methyl-1-((5-(2-((1-methyl-1H-pyrazolo[3,4-d]pyrimidin-4-yl)thio)acetyl)thiophen-2-yl)methyl)pyrrolidin-2-one CC1C(N(CC1)CC=1SC(=CC1)C(CSC1=C2C(=NC=N1)N(N=C2)C)=O)=O